C1(CC1)C=1C=CC=2N(C1)C=C(N2)COC2=CC(=NC=N2)NCC2=C(C=C(C=C2C)C(=N)NC(OCC)=O)C ethyl ((4-(((6-((6-cyclopropylimidazo[1,2-a]pyridin-2-yl)methoxy)pyrimidin-4-yl)amino)methyl)-3,5-dimethylphenyl)(imino)methyl)carbamate